tert-butyl N-(1-(5-bromo-4-cyano-6-(4-cyano-3-fluorophenyl)pyridine-2-yl)piperidin-4-yl)carbamate BrC=1C(=CC(=NC1C1=CC(=C(C=C1)C#N)F)N1CCC(CC1)NC(OC(C)(C)C)=O)C#N